ClC1=NC=2CC(CCC2C(=C1C)Cl)(C)C 2,4-dichloro-3,7,7-trimethyl-5,6,7,8-tetrahydroquinoline